Allyl (S)-8-((5-bromopentyl)oxy)-7-cyclopropoxy-2-(4-methoxyphenyl)-5-oxo-11,11a-dihydro-1H-benzo[e]pyrrolo[1,2-a][1,4]diazepine-10(5H)-carboxylate BrCCCCCOC=1C(=CC2=C(N(C[C@H]3N(C2=O)C=C(C3)C3=CC=C(C=C3)OC)C(=O)OCC=C)C1)OC1CC1